ClC=1C(=NC(=NC1)C)C1=CC=CC=2N(C=NC21)COCC[Si](C)(C)C 4-(5-chloro-2-methylpyrimidin-4-yl)-1-((2-(trimethylsilyl)ethoxy)methyl)-1H-benzo[d]imidazole